C1=C(C=CC=2OC3=C(C21)C=CC=C3)C(C)NC3=CN=C(N(C3=O)CC(=O)O)C3=C(C=CC=C3)F 2-(5-((1-(dibenzo[b,d]furan-2-yl)ethyl)amino)-2-(2-fluorophenyl)-6-oxopyrimidin-1(6H)-yl)acetic acid